CC1(NS(C2=C1C=CC=C2)(=O)=O)C 2,3-Dihydro-3,3-dimethyl-1,2-benzisothiazole 1,1-dioxide